ClC1=NC=CC(=C1)N1N=CC(=C1)S(=O)(=O)NC=1C=CC=C2C=NN(C12)C 1-(2-CHLOROPYRIDIN-4-YL)-N-(1-METHYL-1H-INDAZOL-7-YL)-1H-PYRAZOLE-4-SULFONAMIDE